FC(OC=1C=C(C=CC1)N1CCC(CC1)C(=O)N)(F)F 1-[3-(trifluoromethoxy)phenyl]piperidine-4-carboxamide